C(C)(C)(C)N(C(O)=O)CCCN1C=NC(=C1)CN1C=CC2=CC=C(C=C12)C#N.FC1=C(C=CC(=C1)F)C1=CC=C(C=C1)C1CNC1 3-[4-(2,4-Difluoro-phenyl)phenyl]azetidine tert-butyl-(3-(4-((6-cyano-1H-indol-1-yl)methyl)-1H-imidazol-1-yl)propyl)carbamate